F[B-](F)(F)F.[N+](=O)([O-])C=1C=C(C=CC1)[I+]C1=CC(=CC=C1)[N+](=O)[O-] bis(3-nitrophenyl)iodonium tetrafluoroborate